C1=CC=C(C=2SC3=C(C21)C=CC=C3)C=3C=C(C=CC3)C3=CC=C(C=C3)C3=CC=CC2=C1C=CC=CC1=C1C(C=4C(=NC=CN4)O1)=C32 (3'-(dibenzothiophen-4-yl)biphenyl-4-yl)phenanthro[9',10':4,5]furo[2,3-b]pyrazine